C(C1=CC=CC=C1)OC(NCCN(CCCC(=O)Cl)CCCC(=O)Cl)=O {2-[bis(3-chlorocarbonyl-propyl)-amino]-ethyl}-carbamic acid benzyl ester